O1COC2=C1C=CC(=C2)CC(CC)N 1-(1,3-benzodioxol-5-yl)butan-2-amine